2-(6-(Ethylamino)-4-(1-methyl-4-(4-methyl-4H-1,2,4-triazol-3-yl)-1H-pyrazol-5-yl)pyridin-2-yl)-6-(((2-hydroxyethyl)amino)methyl)-4-(trifluoromethyl)isoindolin-1-one C(C)NC1=CC(=CC(=N1)N1C(C2=CC(=CC(=C2C1)C(F)(F)F)CNCCO)=O)C1=C(C=NN1C)C1=NN=CN1C